β-Alanine hydrochloride Cl.NCCC(=O)O